2,2-difluorofluorocyclopropane-1-carboxamide FC1(C(C1)(C(=O)N)F)F